benzencarbodithioate C1(=CC=CC=C1)C(=S)[S-]